(S)-6-ethyl-N-((S)-1-(5-(2-methoxyquinolin-3-yl)-1H-imidazol-2-yl)-5-(2-(methylthio)benzamido)pentyl)-6-azaspiro[2.5]octane-1-carboxamide C(C)N1CCC2(C[C@@H]2C(=O)N[C@@H](CCCCNC(C2=C(C=CC=C2)SC)=O)C=2NC(=CN2)C=2C(=NC3=CC=CC=C3C2)OC)CC1